3-[[3-(5-Chloro-2-hydroxy-4-methylphenyl)-4-fluorophenyl]methyl]-1,3-oxazolidin-2-one ClC=1C(=CC(=C(C1)C=1C=C(C=CC1F)CN1C(OCC1)=O)O)C